ClC1=CC=C(C=C1)C=1N=C(C(=NC1)NNC(N)=S)C=1C=NN(C1)C 2-(5-(4-chlorophenyl)-3-(1-methyl-1H-pyrazol-4-yl)pyrazin-2-yl)hydrazine-1-carbothioamide